ClC(COC1=CC=C(C=O)C=C1)=C 4-[(2-CHLOROPROP-2-EN-1-YL)OXY]BENZALDEHYDE